O=C1NC(CCC1N1C(C2=CC=C(C=C2C1=O)N1CCC2(CNC2)CC1)=O)=O 2-(2,6-dioxopiperidin-3-yl)-5-(2,7-diazaspiro[3.5]nonane-7-yl)isoindoline-1,3-dione